(3R)-N-{3-[(3-{4-[4-(2-chloroethyl)piperazin-1-yl]phenyl}-4-oxoquinazolin-6-yl)oxy]-2-cyano-4-fluorophenyl}-3-fluoropyrrolidine-1-sulfonamide ClCCN1CCN(CC1)C1=CC=C(C=C1)N1C=NC2=CC=C(C=C2C1=O)OC=1C(=C(C=CC1F)NS(=O)(=O)N1C[C@@H](CC1)F)C#N